tert-butyl N-methyl-N-[(3R)-pyrrolidin-3-yl]carbamate CN(C(OC(C)(C)C)=O)[C@H]1CNCC1